1,7-dimethyl-8-(methylsulfonyl)-3-(3-(3-((2-morpholinoethyl)amino)phenyl)prop-2-yn-1-yl)-1H-purine CN1CN(C2=NC(N(C2=C1)C)S(=O)(=O)C)CC#CC1=CC(=CC=C1)NCCN1CCOCC1